CO[C@@H]1CN(CC1)C1=CC=2N(C=C1)C=C(N2)C2=CC=CC=C2 7-((S)-3-Methoxy-pyrrolidin-1-yl)-2-phenyl-imidazo[1,2-a]pyridine